1-methyl-2-pyrrolidinyl-methanol CN1C(CCC1)CO